CN1CN(C=2C1=NC=C(C2)C2=CC(=CC=C2)C(F)(F)F)CC(CC)=O 3-Methyl-1-(2-oxobutyl)-6-[3-(trifluoromethyl)phenyl]imidazo[4,5-b]pyridin